C[C@H]1[C@@H]([C@H]([C@H]([C@@H](O1)O[C@@H]2[C@H](O[C@H]([C@@H]([C@H]2O)O)OCC3=C(C[C@@H](OC3=O)[C@@H](C)[C@H]4CC[C@@H]5[C@@]4(CC[C@H]6[C@H]5C[C@@H]7[C@]8([C@@]6(C(=O)C=C[C@@H]8O)C)O7)C)C)CO)O)O)O The molecule is a withanolide saponin that consists of withaferin A attached to a alpha-L-rhamnopyranosyl(1->4)-beta-D-glucopyranosyl residue via a glycosidic linkage. Isolated from the aerial parts of Physalis longifolia, it exhibits antineoplastic activity. It has a role as an antineoplastic agent and a plant metabolite. It is a withanolide saponin, a 4-hydroxy steroid, a disaccharide derivative, a delta-lactone, an ergostanoid and an epoxy steroid. It derives from a withaferin A.